4-[4-(2,6-dibenzyloxy-3-pyridinyl)-2,5-difluoro-phenyl]-3,3-difluoro-2,6-dihydropyridine-1-carboxylic acid tert-butyl ester C(C)(C)(C)OC(=O)N1CC(C(=CC1)C1=C(C=C(C(=C1)F)C=1C(=NC(=CC1)OCC1=CC=CC=C1)OCC1=CC=CC=C1)F)(F)F